2,4,6-trimethylbenzoyl-diphenyl-oxo-phosphine CC1=C(C(=O)P(=O)(C2=CC=CC=C2)C2=CC=CC=C2)C(=CC(=C1)C)C